C(C1=CC=CC=C1)N1CCN(C(C2=C1C=C(C=C2)C(=O)OCC)=O)CC ethyl 1-benzyl-4-ethyl-5-oxo-2,3,4,5-tetrahydro-1H-benzo[e][1,4]diazepine-8-carboxylate